OCC1=C(C=2N=C(NC(C2N1C)=O)C1=C(C=CC(=C1)S(=O)(=O)N1CCN(CC1)CCCO)OCCC)CCC 6-(hydroxymethyl)-2-(5-((4-(3-hydroxypropyl)piperazin-1-yl)sulfonyl)-2-propoxyphenyl)-5-methyl-7-propyl-3,5-dihydro-4H-pyrrolo[3,2-d]pyrimidin-4-one